1-[4-(1-naphthyl)phenyl]anthracene tert-butyl-((1S,2S,4S)-4-(3,4-dichlorophenyl)-2-(dimethylamino)cyclohexyl)carbamate C(C)(C)(C)N(C(O)=O)[C@@H]1[C@H](C[C@H](CC1)C1=CC(=C(C=C1)Cl)Cl)N(C)C.C1(=CC=CC2=CC=CC=C12)C1=CC=C(C=C1)C1=CC=CC2=CC3=CC=CC=C3C=C12